C(C)(=O)O[C@@]1([C@@H](O[C@@H](C1)C(O)OC(=O)OC)N1C=NC=2C(N)=NC=NC12)O 2'-acetoxy-3'-deoxy-5'-methoxycarbonyloxyadenosine